CON=C(CCC=C)C=1SC=CC1 1-(thien-2-yl)pent-4-en-1-one O-methyloxime